C1(CC1)C1=C(N=C(N1C)C1=CC=2C(N=C1C1CC1)=NN(C2)C)C=2C1=CN(N=C1C=CC2)C[C@H](O)C2=CC=C(C=C2)O 4-[(1R)-2-[4-(5-Cyclopropyl-2-{6-cyclopropyl-2-methyl-2H-pyrazolo[3,4-b]pyridin-5-yl}-1-methyl-1H-imidazol-4-yl)-2H-indazol-2-yl]-1-hydroxyethyl]phenol